CN1CCN(CC1)C1=CC=C(C=C1)NC=1N=CC=2S(N(C3=C(C2N1)C=CC(=C3)C3=CNC1=NC=CC=C13)CCC)(=O)=O N-[4-(4-methylpiperazin-1-yl)phenyl]-6-propyl-8-(1H-pyrrolo[2,3-b]pyridin-3-yl)-6H-pyrimido[5,4-c][2,1]benzothiazin-2-amine 5,5-dioxide